2-acetamido-N-(3-nitrophenyl)benzamide C(C)(=O)NC1=C(C(=O)NC2=CC(=CC=C2)[N+](=O)[O-])C=CC=C1